(S)-7-(2-chloro-4-fluorophenyl)-8-(4-(pyrrolidin-3-ylamino)phenyl)-5,6-dihydronaphthalen-2-ol ClC1=C(C=CC(=C1)F)C=1CCC=2C=CC(=CC2C1C1=CC=C(C=C1)N[C@@H]1CNCC1)O